2-[2-[3,4-bis(2-hydroxyethoxy)oxolan-2-yl]-2-(2-hydroxyethoxy)ethoxy]ethyloctadec-9-enoate OCCOC1C(OCC1OCCO)C(COCCOC(CCCCCCCC=CCCCCCCCC)=O)OCCO